4-hydroxy-N-((S)-1-(4-(4-methylthiazol-5-yl)phenyl)ethyl)pyrrolidine-2-carboxamide L-tartrate C(=O)(O)[C@H](O)[C@@H](O)C(=O)O.OC1CC(NC1)C(=O)N[C@@H](C)C1=CC=C(C=C1)C1=C(N=CS1)C